C(C(C)C)C1=CC=C(C=C1)C(C)C 1-isobutyl-4-isopropylbenzene